O=C1NC(CCC1N1C(C2=CC=C(C=C2C1=O)OCCOCCO)=O)=O 2-(2,6-dioxopiperidin-3-yl)-5-(2-(2-hydroxyethoxy)ethoxy)isoindolin-1,3-dione